tert-Butyl 4-(1-methylpiperidin-3-yl)-2-oxobenzo[cd]indole-1(2H)-carboxylate CN1CC(CCC1)C=1C=C2C3=C(C(N(C3=CC=C2)C(=O)OC(C)(C)C)=O)C1